N1=C(C=CC=C1)SSC1=CC=C(C=C1)CO [4-(2-pyridyldithio)phenyl]Methanol